3α,5α-dihydroxy-7β,19-epoxy-cholestan-6-one O[C@H]1C[C@@]2(C([C@H]3[C@H]4[C@@H]5CC[C@H]([C@@H](CCCC(C)C)C)[C@]5(CC[C@@H]4[C@]2(CC1)CO3)C)=O)O